N-(4-Bromo-2-methyl-6-morpholin-4-yl-phenyl)-3,3-dimethyl-butyramide BrC1=CC(=C(C(=C1)N1CCOCC1)NC(CC(C)(C)C)=O)C